methyl (3E)-3-[3-(6-aminopyridin-2-yl)prop-2-yn-1-ylidene]-2,2-dimethylpyrrolidine-1-carboxylate NC1=CC=CC(=N1)C#C\C=C/1\C(N(CC1)C(=O)OC)(C)C